N(=[N+]=[N-])CC=1C=CC(=C(C1)C(C)OCO[C@H]1C[C@@H](O[C@@H]1CO)N1C(=O)NC(=O)C(C)=C1)[N+](=O)[O-] 3'-O-((1-(5-(azidomethyl)-2-nitrophenyl)ethoxy)methyl)thymidine